ClC1=CC=C(C=C1)C1=C(CCC(C1)(C)C)CN1C(CN(CC1C)CC=1C=C2CN(C(C2=CC1F)=O)C1C(NC(CC1)=O)=O)C 3-(5-((4-((4'-chloro-5,5-dimethyl-3,4,5,6-tetrahydro-[1,1'-biphenyl]-2-yl)methyl)-3,5-dimethylpiperazin-1-yl)methyl)-6-fluoro-1-oxoisoindolin-2-yl)piperidine-2,6-dione